N1=C(C=NC=C1)C=1SC=CC1 2-(pyrazin-2-yl)thiophen